5-(5-(4,4-difluoropiperidine-1-carbonyl)-1H-pyrrolo[2,3-b]pyridine-1-yl)nicotinonitrile FC1(CCN(CC1)C(=O)C=1C=C2C(=NC1)N(C=C2)C=2C=NC=C(C#N)C2)F